dimethyl-3,4,5,6-tetrahydro-[1,1'-biphenyl] CC1C(=C(CCC1)C1=CC=CC=C1)C